F[C@@H]1[C@H]2CC[C@@H](C[C@@H]1N(C=1N=CC(=NC1)C1=C(C=C(C=C1)N1C=NC=C1)O)C)N2 2-(5-(((1R,2R,3S,5S)-2-fluoro-8-azabicyclo[3.2.1]octan-3-yl)(methyl)amino)pyrazin-2-yl)-5-(1H-imidazol-1-yl)phenol